1-(4-cyanophenyl)-5-(trifluoromethyl)-1H-pyrazole-4-carboxamide C(#N)C1=CC=C(C=C1)N1N=CC(=C1C(F)(F)F)C(=O)N